FC(CC=1C2=C(S(C1)=O)C=CC=C2)(F)F 3-(2,2,2-trifluoroethyl)benzo[b]thiophene 1-oxide